7-oxo-2-azaspiro[3.5]nonane O=C1CCC2(CNC2)CC1